1-(3-(3-bromophenyl)-3-(4-methyl-4H-1,2,4-triazol-3-yl)cyclobutyl)ethan-1-one BrC=1C=C(C=CC1)C1(CC(C1)C(C)=O)C1=NN=CN1C